2-(1,1-dimethylpropyl)-5-methylphenol CC(CC)(C)C1=C(C=C(C=C1)C)O